N-(cyanomethyl)-2-(trifluoromethoxy)benzamide C(#N)CNC(C1=C(C=CC=C1)OC(F)(F)F)=O